FC=1C=C2C(=NC1)NC=C2C2=CC=1N(C=C2)N=CC1C(=O)NCC(F)F 5-(5-fluoro-1H-pyrrolo[2,3-b]pyridin-3-yl)-N-(2,2-difluoroethyl)pyrazolo[1,5-a]pyridine-3-carboxamide